((1S,4R,6R)-6-((1,8-naphthyridin-2-yl)oxy)-2-azabicyclo[2.2.1]hept-2-yl)(2-(2H-1,2,3-triazol-2-yl)phenyl)methanone N1=C(C=CC2=CC=CN=C12)O[C@@H]1C[C@@H]2CN([C@H]1C2)C(=O)C2=C(C=CC=C2)N2N=CC=N2